3-fluoro-4-(6-(2-methyl-2H-tetrazole-5-yl)pyridine-3-yl)aniline FC=1C=C(N)C=CC1C=1C=NC(=CC1)C=1N=NN(N1)C